CC1(OB(OC1(C)C)C=1CC2C(COC2)C1)C 4,4,5,5-tetramethyl-2-(3,3a,4,6a-tetrahydro-1H-cyclopenta[c]furan-5-yl)-1,3,2-dioxaborolane